BrC=1C=C2C(CCOC2=CC1)NC(O[C@@H]1CN2CCC1CC2)=O (S)-quinuclidin-3-yl (6-bromochroman-4-yl)carbamate